2,6-di(tert-butyl)pyridinium chloride [Cl-].C(C)(C)(C)C1=[NH+]C(=CC=C1)C(C)(C)C